C1=C(C=CC2=CC=CC=C12)C(C)N 1-(naphthalen-2-yl)ethane-1-amine